(R)-tert-butyl 6-(4-(5-chloro-2-methoxyphenyl)piperidin-1-yl)-2-azaspiro[3.4]octane-2-carboxylate ClC=1C=CC(=C(C1)C1CCN(CC1)[C@H]1CC2(CN(C2)C(=O)OC(C)(C)C)CC1)OC